3-chloro-1-{[1-(2,2-difluoroethyl)-1H-pyrazol-4-yl]methyl}-1H-pyrazol ClC1=NN(C=C1)CC=1C=NN(C1)CC(F)F